Methyl (((cis-3-(2-amino-6-mercapto-9H-purin-9-yl)cyclobutyl)methoxy) (4-bromophenoxy) phosphoryl)-L-alaninate NC1=NC(=C2N=CN(C2=N1)[C@H]1C[C@H](C1)COP(=O)(OC1=CC=C(C=C1)Br)N[C@@H](C)C(=O)OC)S